ClC=1C=C(C=C(C1OC=1C=C2C(=CC(=NC2=CC1)C1=CC(=C(C(=C1)Cl)F)Cl)C)Cl)N1N=C(C(NC1=O)=O)C#N 2-(3,5-Dichloro-4-((2-(4-fluoro-3,5-dichlorophenyl)-4-methylquinolin-6-yl)oxy)phenyl)-3,5-dioxo-2,3,4,5-tetrahydro-1,2,4-triazine-6-carbonitrile